C(CCCCCCC)[Sn]=O n-Octyltin oxide